S1(=O)(=O)OOOOS(O1)(=O)=O.[Na] sodium peroxy disulphate